2-Allyl-1,1,3,3-tetramethylguanidine C(C=C)N=C(N(C)C)N(C)C